NC=1C(=NC=C(N1)N1CCC(CC1)(C)N)C=1C(=C(C=CC1)N1CCN(CC1)CC=1C(=C2C(N(C(C2=CC1)=O)C1C(NC(CC1)=O)=O)=O)F)Cl 5-((4-(3-(3-amino-5-(4-amino-4-methylpiperidin-1-yl)pyrazin-2-yl)-2-chlorophenyl)piperazine-1-yl)methyl)-2-(2,6-dioxopiperidin-3-yl)-4-fluoroisoindoline-1,3-dione